FS(=O)(=O)[O-].[Li+] Lithium fluorosulfonate